FC1=C(C=C(C=C1)F)C1=NN2C(NCC(C2)CN2CCN(CC2)C)=C1C=1C=CC(N(N1)C1=C(C=CC=C1)C)=O (-)-6-{2-(2,5-difluorophenyl)-6-[(4-methylpiperazin-1-yl)methyl]-4,5,6,7-tetrahydropyrazolo[1,5-a]pyrimidin-3-yl}-2-(2-methylphenyl)pyridazin-3(2H)-one